NCC(C1=CC=CC=C1)NC(=O)C=1C=NN(C1)C1=NC(=NC=C1C)NC1=C(C=C(C=C1)F)Cl N-(2-amino-1-phenylethyl)-1-(2-((2-chloro-4-fluoro-phenyl)amino)-5-methyl-pyrimidin-4-yl)-1H-pyrazole-4-carboxamide